[C@@H]12N(CC[C@@H](OC1)C2)C2=NC=CC(=N2)NC=2N=CC1=C(C=CC(=C1C2)C(C)C)N2[C@H]([C@@H](C2)CS(=O)(=O)C)C N-(2-((1S,5R)-6-oxa-2-azabicyclo[3.2.1]octan-2-yl)pyrimidin-4-yl)-5-isopropyl-8-((2S,3R)-2-methyl-3-((methylsulfonyl)methyl)azetidin-1-yl)isoquinolin-3-amine